4-Methoxy-1,3,5-trimethyl-1,5,6,7-tetrahydro-2H-pyrrolo[3,4-b]pyridin-2-one Hydrochloride Cl.COC=1C2=C(N(C(C1C)=O)C)CNC2C